The molecule is a carboxyalkyl sulfate that is tetracos-17-en-3-ynoic acid substituted by a sulfooxy group at position 2 (the 2R,17Z stereoisomer). It is a conjugate acid of a callysponginol sulfate A(1-). CCCCCC/C=C\\CCCCCCCCCCCCC#C[C@H](C(=O)O)OS(=O)(=O)O